(R)-tert-butyl-1-(7-bromo-6-chloro-2,8-difluoroquinazolin-4-yl)-3-methylpiperidin-3-ol C(C)(C)(C)[C@H]1N(CCCC1(O)C)C1=NC(=NC2=C(C(=C(C=C12)Cl)Br)F)F